(3-((6-aminopyridin-3-yl)oxy)azetidin-1-yl)ethan-1-one NC1=CC=C(C=N1)OC1CN(C1)C(C)=O